2-(indolin-1-ylmethyl)-6-methoxy-3H-quinazolin-4-one N1(CCC2=CC=CC=C12)CC1=NC2=CC=C(C=C2C(N1)=O)OC